2-(5-methyl-3-((3aS,7aS)-octahydro-1H-indol-1-yl)-1,2,4-triazin-6-yl)-5-(trifluoromethyl)phenol CC=1N=C(N=NC1C1=C(C=C(C=C1)C(F)(F)F)O)N1CC[C@@H]2CCCC[C@H]12